7-azabenztriazole N1N=NC2=C1N=CC=C2